3,7-dimethyl-7-octenyl acrylate C(C=C)(=O)OCCC(CCCC(=C)C)C